3-(((1-(2-hydroxyethyl)piperidin-4-yl)methyl)amino)pyrazine-2-carboxylic acid methyl ester COC(=O)C1=NC=CN=C1NCC1CCN(CC1)CCO